N1-(4-amino-2-chloro-5-nitrophenyl-ethyl)-N1,N2-dimethylethane-1,2-diamine NC1=CC(=C(C=C1[N+](=O)[O-])CCN(CCNC)C)Cl